Lithium titanium dioxide [O-2].[O-2].[Ti+4].[Li+]